C(C)(C)C1=C(C(=CC=C1)C(C)C)C=1NC=C[NH+]1 2,6-diisopropylphenyl-imidazolium